NC[C@@H](C(=O)O)C (S)-3-(amino)-2-methylpropionic acid